C12C(CC(C=C1)C2)O[Si](C)(C)CC 5-norbornen-2-yl(ethyl)dimethylsilanol